N1C(COCC1)CCCN 3-morpholinepropylamine